tert-butyl [(6-bromo-4-oxo-3,4-dihydrothieno[3,2-d]pyrimidin-2-yl)(cyclohexyl)methyl]carbamate BrC1=CC=2N=C(NC(C2S1)=O)C(C1CCCCC1)NC(OC(C)(C)C)=O